2-(6-amino-5-(1-oxa-4,9-diazaspiro[5.5]undecan-9-yl)pyridazin-3-yl)phenol hydrochloride Cl.NC1=C(C=C(N=N1)C1=C(C=CC=C1)O)N1CCC2(CNCCO2)CC1